tert-Butyl (4-((2-amino-4,5-dimethoxybenzamido)methyl)benzyl)carbamate NC1=C(C(=O)NCC2=CC=C(CNC(OC(C)(C)C)=O)C=C2)C=C(C(=C1)OC)OC